C1(CC1)S(=O)(=O)NC1=CN=CC(=N1)C(C(=O)OC)(C)OC methyl 2-(6-(cyclopropanesulfonamido)pyrazin-2-yl)-2-methoxypropanoate